8-(2,6-Difluorobenzyl)-2-((5-methylfuran-2-yl)methyl)-6-phenylimidazo[1,2-a]pyrazin-3-yl-acetat FC1=C(CC=2C=3N(C=C(N2)C2=CC=CC=C2)C(=C(N3)CC=3OC(=CC3)C)CC(=O)[O-])C(=CC=C1)F